4-(difluoromethyl)-6-(trifluoromethyl)phthalazin-1(2H)-one FC(C1=NNC(C2=CC=C(C=C12)C(F)(F)F)=O)F